[6-(1,1-Dimethylethyl)-8-fluoro-2,3-dimethyl quinoline-4-yl] methoxyacetate COCC(=O)OC1=C(C(=NC2=C(C=C(C=C12)C(C)(C)C)F)C)C